(Z)-3-((tert-butylamino)methylene)-2-(1-(2-chloroethyl)-1H-pyrrolo[2,3-c]pyridin-3-yl)chroman-4-one C(C)(C)(C)N\C=C/1\C(OC2=CC=CC=C2C1=O)C1=CN(C2=CN=CC=C21)CCCl